ClC1=CC(=C(CC2OCC(CN(C2=O)CC2=CC=C(C=C2)OC)(F)F)C(=C1)C)I 2-(4-chloro-2-iodo-6-methylbenzyl)-6,6-difluoro-4-(4-methoxybenzyl)-1,4-oxazepan-3-one